C(C)(C)(C)C1N(CC12[C@@H]([C@@H](CC2)[C@H]2N1C(C=3C=CC=CC23)=CN=C1)O)C(=O)OC(C)C=1SC(=NN1)C 1-(5-methyl-1,3,4-thiadiazol-2-yl)ethan-1-ol tert-butyl-(5R,6S)-5-hydroxy-6-[(5R)-5H-imidazo[1,5-b]isoindol-5-yl]-2-azaspiro[3.4]octane-2-carboxylate